FC1(CCC(CC1)C(NC(=O)C=1C(=NOC1)C(C)C)C=1OC2=C(N1)C=C(C=C2)C(COC)N2C(NC(C2)C(F)(F)F)=O)F N-((4,4-difluorocyclohexyl)(5-(2-methoxy-1-(2-oxo-4-(trifluoromethyl)imidazolidin-1-yl)ethyl)benzo[d]oxazol-2-yl)methyl)-3-isopropyl-isoxazole-4-carboxamide